COC1=C(CNC(C(C=2SC=CC2)C#CC(=O)NC2(CC2)C(F)(F)F)=O)C=CC(=C1)OC (2-((2,4-dimethoxybenzyl)amino)-2-oxo-1-(thiophen-2-yl)ethyl)-N-(1-(trifluoromethyl)cyclopropyl)propiolamide